1-(5-fluoropyridin-2-yl)piperidin-4-ol FC=1C=CC(=NC1)N1CCC(CC1)O